methyl (cis)-4-((((2S,4S)-4-(6-carbamoyl-2,3-difluorophenyl)-5-chloro-2-phenyl-2,3-dihydrobenzofuran-2-yl)methyl)amino)cyclohexane-1-carboxylate C(N)(=O)C1=CC=C(C(=C1C1=C(C=CC2=C1C[C@](O2)(C2=CC=CC=C2)CN[C@H]2CC[C@H](CC2)C(=O)OC)Cl)F)F